2-(3-fluorophenyl)benzotriazol-5-amine FC=1C=C(C=CC1)N1N=C2C(=N1)C=CC(=C2)N